C(C)(C)(C)OC(=O)N([C@H](C)C1=NC=C(C(=C1)B(O)O)OC)CC (R)-(2-(1-((tert-butoxycarbonyl)(ethyl)amino)ethyl)-5-methoxypyridin-4-yl)boronic acid